2-(2-fluoro-4-(methyl-d3)phenyl)-5-(methyl-d3)-4-neopentylpyridine FC1=C(C=CC(=C1)C([2H])([2H])[2H])C1=NC=C(C(=C1)CC(C)(C)C)C([2H])([2H])[2H]